monotert-butyl itaconate C(C(=C)CC(=O)[O-])(=O)OC(C)(C)C